ClC=1C=C2C(=CC1)NC(C21CCN(CC1)CCOC=1C=C(N2C=C(N=C2C1)C1CC(C1)(C)O)C(F)(F)F)=O 5-chloro-1'-{2-[2-(3-hydroxy-3-methylcyclobutyl)-4-(trifluoromethyl)-1,3a-diaza-6-indenyloxy]ethyl}spiro[indoline-3,4'-piperidin]-2-one